[In+3].C(C(O)CO)(=O)[O-].C(C(O)CO)(=O)[O-].C(C(O)CO)(=O)[O-] glycerate indium